ethyl hydrogen fumarate magnesium salt [Mg].C(\C=C\C(=O)O)(=O)OCC